8-Isopropyl-2-methylsulfanyl-pyrido[2,3-d]pyrimidin-7-one C(C)(C)N1C(C=CC2=C1N=C(N=C2)SC)=O